((S)-1,3-dihydrospiro[indene-2,4'-piperidin]-1-yl)-2-methylpropane-2-sulfinamide N1CCC2(CC1)[C@@H](C1=CC=CC=C1C2)CC(C)(S(=O)N)C